FC(C1=C(C(=C(C(=O)NC=2OC=NN2)C=C1)CC)S(=O)(=N)CC)F 4-(Difluoromethyl)-2-ethyl-3-(S-ethylsulfonimidoyl)-N-(1,3,4-oxadiazol-2-yl)benzamid